[6-[2-(dimethylamino)-4-pyridyl]-3,6-dihydro-2H-pyran-4-yl] trifluoromethanesulfonate FC(S(=O)(=O)OC=1CCOC(C1)C1=CC(=NC=C1)N(C)C)(F)F